FC=1C(=C(C=CC1F)[C@H]1[C@@H](O[C@]([C@H]1C)(C(F)(F)F)C)C=1NC(=C(C(C1C(=O)OCC)=O)O)C)OC Ethyl 2-((2R,3S,4S,5R)-3-(3,4-difluoro-2-methoxyphenyl)-4,5-dimethyl-5-(trifluoromethyl)tetrahydrofuran-2-yl)-5-hydroxy-6-methyl-4-oxo-1,4-dihydropyridine-3-carboxylate